4-nitrophenyl (2,3-dihydro-1H-inden-2-yl)carbamate C1C(CC2=CC=CC=C12)NC(OC1=CC=C(C=C1)[N+](=O)[O-])=O